5,5'-diallyl-3-((3,4,5-trimethoxybenzyl)amino)-[1,1'-biphenyl]-2,2'-diol C(C=C)C1=CC(=C(C(=C1)C=1C(=CC=C(C1)CC=C)O)O)NCC1=CC(=C(C(=C1)OC)OC)OC